FC1=CC=C2C3=C(C=CC(C[C@]4(C[C@H](CC4)NS(=O)(=O)C4CC4)C=4OC=C(COC2=C1F)N4)=C3)F N-[(1'S,14R)-5,6,19-trifluorospiro[8,12-dioxa-21-azatetracyclo[14.3.1.110,13.02,7]henicosa-1(19),2,4,6,10,13(21),16(20),17-octaene-14,3'-cyclopentane]-1'-yl]cyclopropanesulfonamide